CN(CCN(C1=C(C=C(C(=C1)OC)NC1=NC=NC(=C1)N1OCC[C@@H]1C1=CC(=CC(=C1)C=1SC=CC1)F)NC(C=C)=O)C)C (R)-N-(2-((2-(dimethylamino)-ethyl)(methyl)-amino)-5-((6-(3-(3-fluoro-5-(thiophen-2-yl)phenyl)-isoxazolidin-2-yl)-pyrimidin-4-yl)-amino)-4-methoxy-phenyl)acrylamide